2-(2,6-dioxopiperidin-3-yl)-5-fluoro-6-((4-(6-(6-((R)-2-(3-fluorophenyl)pyrrolidine-1-yl)imidazo[1,2-b]pyridazin-3-yl)pyridin-2-yl)piperazin-1-yl)methyl)isoindoline-1,3-dione O=C1NC(CCC1N1C(C2=CC(=C(C=C2C1=O)F)CN1CCN(CC1)C1=NC(=CC=C1)C1=CN=C2N1N=C(C=C2)N2[C@H](CCC2)C2=CC(=CC=C2)F)=O)=O